2-(sulfamoylamino)acetic acid S(N)(=O)(=O)NCC(=O)O